ON1CCNCC1(O)O p-hydroxy-5,5-dihydroxypiperazine